(R)-3-phenyl-1-(p-methoxyphenyl)propan-1-ol C1(=CC=CC=C1)CC[C@@H](O)C1=CC=C(C=C1)OC